1-((3-(5-(4-bromo-3,5-difluorophenyl)-4,5-dihydro-1H-pyrazole-1-carbonyl)bicyclo[1.1.1]pentan-1-yl)methyl)-1H-indazole-5-carbonitrile BrC1=C(C=C(C=C1F)C1CC=NN1C(=O)C12CC(C1)(C2)CN2N=CC1=CC(=CC=C21)C#N)F